CCCCCCCCCCCC[N+](C)(C)CC(=O)[O-] Laurylbetaine